3-(3,4-dihydro-2H-1,5-benzodioxepin-7-ylsulfanyl)isonicotinonitrile O1CCCOC2=C1C=CC(=C2)SC2=C(C#N)C=CN=C2